(4-chlorophenyl) (2,4,5-trichlorophenyl) sulfide ClC1=C(C=C(C(=C1)Cl)Cl)SC1=CC=C(C=C1)Cl